(R)-1-(5-(2-((dimethylamino)methyl)phenyl)thiophen-2-yl)ethane-1-amine CN(C)CC1=C(C=CC=C1)C1=CC=C(S1)[C@@H](C)N